tert-butyl (4-(5-(((tert-butoxycarbonyl)amino)methyl)-1,3,4-oxadiazol-2-yl)phenyl)((2S,4R)-2-methyl-1-propionyl-1,2,3,4-tetrahydroquinolin-4-yl)carbamate C(C)(C)(C)OC(=O)NCC1=NN=C(O1)C1=CC=C(C=C1)N(C(OC(C)(C)C)=O)[C@@H]1C[C@@H](N(C2=CC=CC=C12)C(CC)=O)C